CC1(OB(OC1(C)C)C=1C=CC(=NC1)OC=1C=C(OCC(=O)OC(C)(C)C)C=CC1)C tert-butyl 2-[3-[[5-(4,4,5,5-tetramethyl-1,3,2-dioxaborolan-2-yl)-2-pyridyl]oxy]phenoxy]acetate